CC/C=C\\C[C@H]1C(=C/C=C\\CCCCCCCC(=O)O)O1 The molecule is a long-chain trienoic fatty acid consisting of octadecanoic acid having the three double bonds at positions 9, 11 and 15 as well as an epoxy ring linking positions 12 and 13. It is an epoxy fatty acid, a long-chain fatty acid and a trienoic fatty acid. It derives from a 9,11,15-octadecatrienoic acid. It is a conjugate acid of a (9Z,13S,15Z)-12,13-epoxyoctadeca-9,11,15-trienoate.